N,N-Dimethyldimethoxymethanamine hydrochloride Cl.CN(C(OC)OC)C